ClC=1C=C2C=3C=C(C=C(C3N(C2=CC1)S(=O)(=O)C1=CC=C(C)C=C1)CCNC(OC(C)(C)C)=O)NC1=C(C=C(C(=C1)F)Cl)Cl tert-butyl (2-(6-chloro-3-((2,4-dichloro-5-fluorophenyl)amino)-9-tosyl-9H-carbazol-1-yl)ethyl)carbamate